C(CCC)C1CC(=C(C(C1)=O)C(CCC)NOC(COC1=C(C#N)C=CC=C1)C)O 2-[1-(4-butyl-2-hydroxy-6-oxo-cyclohex-1-enyl)-butylaminooxy]-propoxyBenzonitrile